C(#N)C1=CC(=C(COC=2C=C(C(=O)O)C=C(N2)N2CCNCC2)C=C1)F 2-((4-cyano-2-fluorobenzyl)oxy)-6-(piperazin-1-yl)isonicotinic acid